CCCCCCCCC(C)OCC1OC1 2-(dec-9-yloxymethyl)oxirane